ClC1=C(C(=C(C(=C1F)C(C)C)CC(=O)NS(=O)(=O)C=1OC=C(C1)C(C)(C)O)C(C)C)F 2-(4-chloro-3,5-difluoro-2,6-diisopropylphenyl)-N-(4-(2-hydroxypropan-2-yl)furan-2-ylsulfonyl)acetamide